normal hexanol C(CCCCC)O